5-Fluoro-2-methoxy-N-(propan-2-yl-13C3)benzamide tert-Butyl-N-[[1-[4-[(5-Cyclopentyl-1H-pyrazol-3-yl)amino]pyrimidin-2-yl]-4,4-difluoro-pyrrolidin-3-yl]methyl]carbamate C(C)(C)(C)OC(NCC1CN(CC1(F)F)C1=NC=CC(=N1)NC1=NNC(=C1)C1CCCC1)=O.FC=1C=CC(=C(C(=O)N[13CH]([13CH3])[13CH3])C1)OC